P(=O)(O)(O)O.N1=CN=C(C2=C1NC=C2)C=2C=NN(C2)C(=CC#N)C2CCCC2 (R)-3-(4-(7H-pyrrolo[2,3-d]pyrimidine-4-yl)-1H-pyrazole-1-yl)-3-cyclopentyl-acrylonitrile phosphate